BrC=1C(=NC(=NC1)NC1=C(C=C(C=C1)S(=O)(=O)N1CCN(CC1)CC=1C=C2C(N(C(C2=CC1)=O)N1C(NC(CC1)=O)=O)=O)C)NC1=C(C(=O)N)C(=CC=C1)F 2-((5-bromo-2-((4-((4-((2-(2,4-dioxotetrahydropyrimidin-1(2H)-yl)-1,3-dioxoisoindolin-5-yl)methyl)piperazin-1-yl)sulfonyl)-2-methylphenyl)amino)pyrimidin-4-yl)amino)-6-fluorobenzamide